NC1=CC=C(C=C1)NC(C1=CN=C(C=C1Cl)Cl)=O N-(4-Aminophenyl)-4,6-dichloronicotinamide